piperazin-1-yl-2,2-dimethyl-propanoate N1(CCNCC1)CC(C(=O)[O-])(C)C